FC1=C(OC2CNC2)C(=CC(=C1)F)F 3-(2,4,6-trifluorophenoxy)azetidine